ClC1=C(C(=O)NC2=C3C=NN(C3=CC=C2)CC)C=C(C=C1)CNC(C(C)(C)C)=O 2-Chloro-5-{[(2,2-dimethylpropanoyl)amino]methyl}-N-(1-ethyl-1H-indazol-4-yl)benzamide